tert-butyl {3-[({4-[(3-chloro-1-{[2-(trimethylsilyl)ethoxy]methyl}-1H-pyrrolo[2,3-b]pyridin-4-yl)oxy]-3,5-difluorophenyl}carbamothioyl)amino]propyl}carbamate ClC1=CN(C2=NC=CC(=C21)OC2=C(C=C(C=C2F)NC(=S)NCCCNC(OC(C)(C)C)=O)F)COCC[Si](C)(C)C